7-bromo-2H-benzo[b][1,4]oxazine-3(4H)-thione BrC=1C=CC2=C(OCC(N2)=S)C1